sodium phosphate salt ammonium bicarbonate C([O-])(O)=O.[NH4+].P(=O)([O-])(O)O.[Na+]